2-bromo-4'-phenylacetophenone BrCC(=O)C1=CC=C(C=C1)C1=CC=CC=C1